FC1(SC(=C(N2C1C=CC(=C2)C)C(=O)[O-])C(=O)OC)F methyl 1,1-difluoro-7-methyl-1,9a-dihydropyrido[2,1-c][1,4]thiazine-3,4-dicarboxylate